N-(o-tolyl)-2-[(7-trifluoromethyl-quinolin-4-yl)amino]Benzamide C1(=C(C=CC=C1)NC(C1=C(C=CC=C1)NC1=CC=NC2=CC(=CC=C12)C(F)(F)F)=O)C